N-[(2E)-3,7-dimethyl-2,6-octadienyl]cyclopropylcarboxamide C\C(=C/CNC(=O)C1CC1)\CCC=C(C)C